CN(C(=O)C1=CC=C(C=C1)C1=CNC2=NC=C(N=C21)C2=CC(=C1CCN(CC1=C2)CCC(=O)O)C)C 3-(7-(7-(4-(dimethylcarbamoyl)-phenyl)-5H-pyrrolo[2,3-b]pyrazin-2-yl)-5-methyl-3,4-dihydroisoquinolin-2(1H)-yl)propionic acid